ClCCCCCCC1=CC=C(C(=O)O)C=C1 4-(6-chlorohexyl)benzoic acid